FC=1C=C(C=CC1C1=NOC(=N1)C(F)(F)F)COC1=CC(=NC(=C1)C)C 4-({3-fluoro-4-[5-(trifluoromethyl)-1,2,4-oxadiazol-3-yl]phenyl}methoxy)-2,6-dimethylpyridine